C(C(C)C)(=O)[O-] 2-CIS-ISOBUTYRATE